[Br-].[Si](C)(C)(C(C)(C)C)OC(CCCCCCCCC)[P+](C1=CC=CC=C1)(C1=CC=CC=C1)C1=CC=CC=C1 1-(tert-butyldimethylsilyloxy)-decyltriphenylphosphonium bromide